17-chloro-4,6,8,10,12,14-hexamethylheptadecyl ethoxymethyl ether C(C)OCOCCCC(CC(CC(CC(CC(CC(CCCCl)C)C)C)C)C)C